FC(C=1C=C(C=CC1)N1C(=C(C2=C1C=C1C=NN(C1=C2)C(=O)OCC2=CC=CC=C2)\C=C\C(=O)OC)C(C)C)F benzyl (E)-5-(3-(difluoromethyl)phenyl)-6-isopropyl-7-(3-methoxy-3-oxoprop-1-en-1-yl)pyrrolo[2,3-f]indazole-1(5H)-carboxylate